3-mercapto-6-methoxy-2,4-dimethylbenzoic acid SC=1C(=C(C(=O)O)C(=CC1C)OC)C